7-methoxy-2-methylimidazo[1,2-a]pyridine-6-carboxylic acid COC1=CC=2N(C=C1C(=O)O)C=C(N2)C